4-methyl-6-(2-(2-methylpyridin-4-yl)imidazo[1,2-a]pyrimidin-3-yl)-3,4-dihydro-2H-benzo[b][1,4]oxazine CN1C2=C(OCC1)C=CC(=C2)C2=C(N=C1N2C=CC=N1)C1=CC(=NC=C1)C